FC=1C=C(C=CC1)C=1C(=CC=CC1)O 3'-fluorobiphenyl-2-ol